ethyl 7-hydroxychromane-2-carboxylate OC1=CC=C2CCC(OC2=C1)C(=O)OCC